3-(2-(((2S,4R)-4-fluoro-1-methylpyrrolidin-2-yl)methoxy)-5,6,7,8-tetrahydropyrido[3,4-d]pyrimidin-4-yl)-3,8-diazabicyclo[3.2.1]octane-8-carboxylic acid tert-butyl ester C(C)(C)(C)OC(=O)N1C2CN(CC1CC2)C=2C1=C(N=C(N2)OC[C@H]2N(C[C@@H](C2)F)C)CNCC1